C(C)C1=C(C(=NC(=C1C#N)N1CC2(CCO2)CC1)S)C#N 4-Ethyl-2-mercapto-6-(1-oxa-6-azaspiro[3.4]oct-6-yl)pyridine-3,5-dicarbonitrile